CN1N=C(C=C1)C=1C2=C(N=C(N1)CC1=CC(=CC=C1)C(F)(F)F)CN(CC2)C(CC)=O 1-(4-(1-methyl-1H-pyrazol-3-yl)-2-(3-(trifluoromethyl)benzyl)-5,8-dihydropyrido[3,4-d]pyrimidin-7(6H)-yl)propan-1-one